O=C1NC(CCC1N1C(C2=CC=CC(=C2C1=O)OCCOCCOCCOC=1C=C(C=CC1)CC(=O)NC=1SC(=C(N1)C=1C=C2CCN(C2=CC1)C(C1=C(C=CC=C1)C)=O)C)=O)=O 2-(3-(2-(2-(2-((2-(2,6-dioxopiperidin-3-yl)-1,3-dioxoisoindolin-4-yl)oxy)ethoxy)ethoxy)ethoxy)phenyl)-N-(5-methyl-4-(1-(2-methylbenzoyl)indolin-5-yl)thiazol-2-yl)acetamide